BrC1=C2C(C(NC2=CC=C1)=O)(C)C 4-Bromo-3,3-dimethylindolin-2-one